ClC1=CC=C(CNC=2C=3N(N=C(C2)C)C(=C(N3)C)C=3C=C2C(=NN(C2=CC3)C)C)C=C1 N-(4-chlorobenzyl)-3-(1,3-dimethyl-1H-indazol-5-yl)-2,6-dimethylimidazo[1,2-b]pyridazin-8-amine